BrC1=CC=C(C(=C1C=1N=C2N(C=CC(=C2)C(=O)OC)C1Cl)F)F methyl 2-(6-bromo-2,3-difluorophenyl)-3-chloroimidazo[1,2-a]pyridine-7-carboxylate